CC1=CC=C(C=C1)S(=O)(=O)OCC1OC2=C(C=CC=C2CC1)OS(=O)(=O)C(F)(F)F (8-(((trifluoromethyl)sulfonyl)oxy)chroman-2-yl)methyl 4-methylbenzenesulfonate